3,3-Bis(p-dimethylaminophenyl)-phthalide CN(C1=CC=C(C=C1)C1(OC(=O)C2=CC=CC=C12)C1=CC=C(C=C1)N(C)C)C